ClC=1C=C(C=CC1OC)C1(CC1)C(=N)NO 1-(3-chloro-4-methoxyphenyl)-N-hydroxycyclopropane-1-carboxamidine